1-methyl-4-(oxiran-2-ylmethoxy)pyrazole CN1N=CC(=C1)OCC1OC1